ClC=1C(=C(C=CC1)NC1=NC=NC2=CC(=C(C=C12)NC(CP(OCC)(OCC)=O)=O)C#CC1(COCC1)C)F diethyl (2-((4-((3-chloro-2-fluorophenyl)amino)-7-((3-methyltetrahydrofuran-3-yl)ethynyl)quinazolin-6-yl)amino)-2-oxoethyl)phosphonate